C(#N)C=1C=C(CNCCCCOCCNC2=NC3=C(C4=CN=CC=C24)C=CC(=C3)C(=O)N)C=C(C1)OC(F)(F)F 5-((2-(4-((3-cyano-5-(trifluoromethoxy)benzyl)amino)butoxy)ethyl)amino)benzo[c][2,6]naphthyridine-8-carboxamide